OC1CC2CCC(C1)N2C(=O)OC(C)(C)C Tert-butyl (3-endo)-3-hydroxy-8-azabicyclo[3.2.1]octane-8-carboxylate